6-(5-benzamidocyclohex-1-en-1-yl)-3-((4-hydroxy-6'-methyl-6',7'-dihydrospiro[cyclohexane-1,5'-pyrrolo[3,4-b]pyridin]-2'-yl)amino)picolinamide C(C1=CC=CC=C1)(=O)NC1CCC=C(C1)C1=CC=C(C(=N1)C(=O)N)NC1=CC=C2C(=N1)CN(C21CCC(CC1)O)C